B(O)(O)OB(O)O.C=1(C(=CC=C2C=CC=CC12)N)N naphthalenediamine diborate